(R)-2-(1-((3,3-difluorocyclobutyl)methyl)piperidin-3-yl)-7-methoxy-[1,2,4]triazolo[1,5-c]quinazolin-5-amine FC1(CC(C1)CN1C[C@@H](CCC1)C1=NN2C(=NC=3C(=CC=CC3C2=N1)OC)N)F